5-(8,11-di-tert-butylperylene-3-yl)pentanoic acid C(C)(C)(C)C=1C=C2C3=CC=CC4=C(C=CC(C=5C=C(C=C(C1)C25)C(C)(C)C)=C43)CCCCC(=O)O